N1=C(C=CC=2CCCNC12)CCCCC(=O)NCCCC(C(=O)O)NC(=O)C1CN(C1)S(=O)(=O)C1=CC(=CC=C1)C 5-(5-(5,6,7,8-tetrahydro-1,8-naphthyridin-2-yl)pentanoylamino)-2-(1-(3-methylbenzenesulfonyl)azetidine-3-carboxamido)pentanoic acid